N1(CCCCC1)CC(=O)N 2-(1-piperidinyl)acetamide